[1,4]dioxane-5-yl-methanol O1CCOC(C1)CO